F[C@H]1[C@@H]2COC[C@H](C[C@H]1NC)N2C(=O)OC(C)(C)C |r| (±)-tert-butyl (1S,5S,6R,7R)-6-fluoro-7-(methylamino)-3-oxa-9-azabicyclo[3.3.1]nonane-9-carboxylate